CC(=O)N[C@@H](CO)C(=O)O The molecule is an N-acetyl-L-amino acid in which the amino acid specified is L-serine. Metabolite observed in cancer metabolism. It has a role as a human metabolite. It is an acetyl-L-serine and a N-acetyl-L-amino acid.